ClC=1N(N=C2C=CC(=C(C12)Cl)B1OC(C(O1)(C)C)(C)C)C 3,4-Dichloro-2-methyl-5-(4,4,5,5-tetramethyl-1,3,2-dioxaborolan-2-yl)-2H-indazole